3-chloro-N-methylaniline ClC=1C=C(NC)C=CC1